tert-butyl (3-bromopyrazolo[1,5-a]pyridine-5-yl)(methyl)carbamate BrC=1C=NN2C1C=C(C=C2)N(C(OC(C)(C)C)=O)C